(4R)-thiazolidine-4-carboxylic acid S1CN[C@@H](C1)C(=O)O